NC1=C2N=CN(C2=NC=N1)C[C@@H](C)OCP(OCCCOCCCCCCCCCCCOC1=CC=CC=C1)(O)=O 3-((11-phenoxyundecyl)oxy)propyl hydrogen ((((R)-1-(6-amino-9H-purin-9-yl)propan-2-yl)oxy)methyl)phosphonate